FC(COC1=C(C(=C(C=C1)[C@@H]1CC(N1C1=CC2=C(NC=N2)C=C1)=O)F)F)(C)F (S)-4-(4-(2,2-difluoropropoxy)-2,3-difluorophenyl)-1-(1H-benzo[d]imidazol-5-yl)azetidin-2-one